tert-butyl 4-(((4-(3-cyclopropyl-1,2,4-oxadiazol-5-yl)bicyclo[2.2.2]octan-1-yl)methyl) (3-(2-(methoxymethyl)thiazol-4-yl) phenyl)carbamoyl)piperidine-1-carboxylate C1(CC1)C1=NOC(=N1)C12CCC(CC1)(CC2)CN(C(=O)C2CCN(CC2)C(=O)OC(C)(C)C)C2=CC(=CC=C2)C=2N=C(SC2)COC